4-But-3-enoxy-3,5-dimethoxy-β-nitrostyrene C(CC=C)OC1=C(C=C(C=C[N+](=O)[O-])C=C1OC)OC